NC=1C=CC(=C2CN(C(C12)=O)CC(=C)C(N)=O)C=1C=C(C=2C=NN(C2C1)C)C(=O)NC1=CC=CC=C1 6-[7-amino-2-(2-carbamoyl-2-methylideneethyl)-1-oxo-2,3-dihydro-1H-isoindol-4-yl]-1-methyl-N-phenyl-1H-indazole-4-carboxamide